FC1=C(C2=C(C(=C(C(=C2C(=C1F)F)F)F)F)F)C(F)(F)F perfluoro-1-methyl-naphthalene